tert-butyl (2-propioloylphenyl)carbamate C(C#C)(=O)C1=C(C=CC=C1)NC(OC(C)(C)C)=O